C(C)N(CC)CCN(CCCOC(OC(CCCCC(=O)OCCCCCCC)CCCCCC)=O)CCCOC(C(CCCCCCCC)CCCCCC)=O heptyl 3-ethyl-13-hexyl-6-(3-((2-hexyldecanoyl)oxy)propyl)-11-oxo-10,12-dioxa-3,6-diazaoctadecane-18-oate